FC1=C(C=CC=C1)[C@]1([C@@H]2CCN(C[C@H]12)C1=CN=C2C(=N1)NN=C2C=2C=C1C=CC=NC1=CC2)CN ((1S,6R,7R)-7-(2-fluorophenyl)-3-(3-(quinolin-6-yl)-1H-pyrazolo[3,4-b]pyrazin-6-yl)-3-azabicyclo[4.1.0]heptan-7-yl)methanamine